1-ethynyl-2-methoxycyclobutane (2R)-glycidyl-p-toluenesulfonate C(C1CO1)OS(=O)(=O)C1=CC=C(C)C=C1.C(#C)C1C(CC1)OC